[C@@H]12N(C[C@@H](CC1)C2)C2=CC=C(C=C2)NC=2C=C1CN(C(C1=CC2)=O)C 5-((4-((1R,4S)-2-azabicyclo[2.2.1]hept-2-yl)phenyl)amino)-2-methylisoindolin-1-one